C(O)(O)=O.CC1(CC1)[K] (1-methylcyclopropyl)Potassium carbonate